2-(2-Methoxynaphthalen-1-yl)-1,3-phenylene bis(trifluoromethanesulfonate) FC(S(=O)(=O)OC1=C(C(=CC=C1)OS(=O)(=O)C(F)(F)F)C1=C(C=CC2=CC=CC=C12)OC)(F)F